(1S,3r,5S,6rs)-6-hydroxy-8-methyl-8-azabicyclo[3.2.1]oct-3-yl (2S)-3-hydroxy-2-phenylpropionate OC[C@@H](C(=O)O[C@@H]1C[C@@H]2C[C@H]([C@H](C1)N2C)O)C2=CC=CC=C2 |&1:10|